(R or S)-2-(6-(1-(2-fluoro-5-(trifluoromethoxy)benzyl)-1H-1,2,4-triazol-3-yl)pyridin-2-yl)-2-hydroxypropane-1-sulfonamide FC1=C(CN2N=C(N=C2)C2=CC=CC(=N2)[C@@](CS(=O)(=O)N)(C)O)C=C(C=C1)OC(F)(F)F |o1:15|